IC[C@H](OCCI)OCCN=[N+]=[N-] 1,5-diiodo-2(S)-(2-azidoethoxy)-3-oxa-pentane